N1N=C(C=C1)C=1C=C(OC2=C(C=3C=CN(C3C=C2)S(=O)(=O)C2=CC=C(C)C=C2)C(=O)OC)C=CC1 methyl 5-(3-(1H-pyrazol-3-yl)phenoxy)-1-tosyl-1H-indole-4-carboxylate